CC1=CC(N=CC(N1)=O)=O 7-methyl-1,4-diazepine-2,5-dione